N1N=CC2=C(C=CC=C12)C=1N=C(C2=C(N1)C=C(S2)CN2CCN(CC2)CCCCCC(=O)NO)N2CCOCC2 6-(4-((2-(1H-indazol-4-yl)-4-morpholinothieno[3,2-d]pyrimidin-6-yl)methyl)piperazin-1-yl)-N-hydroxyhexanamide